FCCCN1C[C@H](CC1)OC1=CC=C(C=C1)C1=C(CCCC2=C1C=CC(=C2)O)C2=CC=C(C=C2)N2CCOCC2 5-[4-[(3S)-1-(3-fluoropropyl)pyrrolidin-3-yl]oxyphenyl]-6-(4-morpholino-phenyl)-8,9-dihydro-7H-benzo[7]annulen-2-ol